C(C)(C)(C)OC(=O)N1C2(CCC(C1)CC2)C2=NC(=NO2)CCC2=CC=NC=C2 (1s,4s)-1-(3-(2-(pyridin-4-yl)ethyl)-1,2,4-oxadiazol-5-yl)-2-azabicyclo[2.2.2]octane-2-carboxylic acid tert-butyl ester